(E)-1H-pyrazol-5-amine N1N=CC=C1N